(S)-N-benzyl-N-α-methylbenzylamine C(C1=CC=CC=C1)N[C@H](C1=CC=CC=C1)C